ClC1=C(C=CC(=C1)OC1=CC=CC=C1)C(=O)C1=CNC=2N=CN=C(C21)NC2CCN(CC2)C2CCN(CC2)CC2CCNCC2 (2-chloro-4-phenoxyphenyl)(4-((1'-(piperidin-4-ylmethyl)-[1,4'-bipiperidin]-4-yl)amino)-7H-pyrrolo[2,3-d]pyrimidin-5-yl)methanone